C(C)(C)(C)OC(=O)NCC1=C(OCCCCC(=O)O)C=C(C=C1)C1=C(N=CS1)C 5-[2-[(tert-butoxycarbonylamino)methyl]-5-(4-methylthiazol-5-yl)phenoxy]pentanoic acid